N1=CN=C(C=C1)C1=C(C=CC=C1)CNC(OC(C)(C)C)=O tert-butyl N-{[2-(pyrimidin-4-yl)phenyl]methyl}carbamate